COC(C(C(=O)OC)[C@@H](C[N+](=O)[O-])C=1C=NC(=CC1)OC)=O |o1:8| (R*)-2-[1-(6-methoxypyridin-3-yl)-2-nitro-ethyl]malonic acid dimethyl ester